1-(4-(6,8-dichloro-2-methyl-1,2,3,4-tetrahydroisoquinolin-4-yl)phenyl)-3-(3-(2,2-dimethyl-4,6-dioxo-1,3-dioxan-5-yl)propyl)urea ClC=1C=C2C(CN(CC2=C(C1)Cl)C)C1=CC=C(C=C1)NC(=O)NCCCC1C(OC(OC1=O)(C)C)=O